C(C)(C)[O-].[Ti+4].C(C)(C)[O-].C(C)(C)[O-].C(C)(C)[O-] titanium isopropanolate